5-(2-fluoroethyl)pyrrolidine-1,2-dicarboxylic acid 1-(tert-butyl) 2-methyl ester COC(=O)C1N(C(CC1)CCF)C(=O)OC(C)(C)C